6-fluoro-7-[3-(4-fluoro-1H-pyrazol-1-yl)azetidin-1-yl]-4-oxo-1-(1,3-thiazol-2-yl)-1,4-dihydro-1,8-naphthyridine-3-carboxylic acid FC=1C=C2C(C(=CN(C2=NC1N1CC(C1)N1N=CC(=C1)F)C=1SC=CN1)C(=O)O)=O